OC=1C(=NC=C(C1C)C=1C=C2C=CC=NC2=CC1)C(=O)NCC(=O)OCC ethyl (3-hydroxy-4-methyl-5-(quinolin-6-yl)picolinoyl)glycinate